(S)-2-phenyl-1-(2-(3-(3-phenylpropyl)-1,2,4-oxadiazol-5-yl)pyrrolidin-1-yl)hexane-1-one C1(=CC=CC=C1)[C@@H](C(=O)N1C(CCC1)C1=NC(=NO1)CCCC1=CC=CC=C1)CCCC